C(C=C)N1CCOCC1 N-allylmorpholine